tert-butyl N-allyl-N-[1-methyl-4-(4,4,5,5-tetramethyl-1,3,2-dioxaborolan-2-yl)pent-4-enyl]carbamate C(C=C)N(C(OC(C)(C)C)=O)C(CCC(=C)B1OC(C(O1)(C)C)(C)C)C